1-bromo-2-((Z)-3-methylbut-1-enyl)benzene BrC1=C(C=CC=C1)\C=C/C(C)C